2,4'-sulfonyldiphenol S(=O)(=O)(C1=CC=C(C=C1)O)C1=C(C=CC=C1)O